(4S)-1-{[(1S)-2,2-difluorocyclopropyl]methyl}-5,5-difluoro-3-(trifluoromethyl)-4,5,6,7-tetrahydro-1H-indazol-4-ol FC1([C@@H](C1)CN1N=C(C=2[C@@H](C(CCC12)(F)F)O)C(F)(F)F)F